2-(6-(2-fluoroethoxy)pyridin-3-yl)-5-(pyridin-3-yl)-4,5-dihydropyrrolo[3,4-c]pyrazol-6(2H)-one FCCOC1=CC=C(C=N1)N1N=C2C(=C1)CN(C2=O)C=2C=NC=CC2